3-[[[[(3R)-3-amino-1-piperidinyl]carbonyl]oxy]methyl]-2-methyl-1-[(2,3,4,9-tetrahydro-9-methyl-4-oxo-1H-carbazol-3-yl)methyl]-1H-imidazolium chloride hydrochloride Cl.[Cl-].N[C@H]1CN(CCC1)C(=O)OC[N+]1=C(N(C=C1)CC1CCC=2N(C3=CC=CC=C3C2C1=O)C)C